BrC=1C(=CC=C2COC(C12)=O)F 7-bromo-6-fluoroisobenzofuran-1(3H)-one